6-methyl-1H-indole-7-ol CC1=CC=C2C=CNC2=C1O